yttrium fluorine N-[5-chloro-6-(2,5-dihydrofuran-3-yl)pyridin-3-yl]-1-(1-oxo-1,2-dihydroisoquinolin-5-yl)-5-(trifluoromethyl)-1H-pyrazole-4-carboxamide ClC=1C=C(C=NC1C=1COCC1)NC(=O)C=1C=NN(C1C(F)(F)F)C1=C2C=CNC(C2=CC=C1)=O.[F].[Y]